C(C)(C)(C)OC(=O)N1[C@@H]([C@H](C1)OC=1C=CC(=NC1)C(=O)O)C 5-{[(2R,3S)-1-(tert-butoxycarbonyl)-2-methylazetidin-3-yl]oxy}pyridine-2-carboxylic acid